1-methyl-4,9-dihydro-3H-b-carboline CC1=NCCC=2C3=CC=CC=C3NC12